(1-(2,6-Dimethoxyphenyl)-2-(6-ethoxypyridin-2-yl)-1H-imidazo[4,5-b]pyrazin-5-yl)-2-phenylacetamide COC1=C(C(=CC=C1)OC)N1C(=NC=2C1=NC=C(N2)C(C(=O)N)C2=CC=CC=C2)C2=NC(=CC=C2)OCC